(6aR)-8-acryloyl-1-(2,6-dimethylpyrrolo[3,4-c]pyrazol-5(4H)-yl)-4-chloro-3-(2-fluoro-6-hydroxyphenyl)-6,6a,7,8,9,10-hexahydro-12H-pyrazino[2,1-c]pyrido[3,4-f][1,4]oxazepin-12-one C(C=C)(=O)N1C[C@@H]2COC3=C(C(N2CC1)=O)C(=NC(=C3Cl)C3=C(C=CC=C3O)F)N3C(=C1NN(C=C1C3)C)C